2-((1S,2R)-1-(2-chloro-5-fluorophenyl)-1-(1-(2-methoxyethyl)-1H-pyrazol-4-yl)propan-2-yl)-5-hydroxy-N-(isoxazol-4-yl)-1-methyl-6-oxo-1,6-dihydropyrimidine-4-carboxamide ClC1=C(C=C(C=C1)F)[C@@H]([C@@H](C)C=1N(C(C(=C(N1)C(=O)NC=1C=NOC1)O)=O)C)C=1C=NN(C1)CCOC